((5'-methyl-2'-(prop-1-en-2-yl)-4-propyl-[1,1'-biphenyl]-2,6-diyl)bis(oxy))bis(methylene)bis(2,2-dimethylpropanoate) CC=1C=CC(=C(C1)C1=C(C=C(C=C1OCCC(C(=O)[O-])(C)C)CCC)OCCC(C(=O)[O-])(C)C)C(=C)C